Cl\C=C\C(F)(F)F (E)-chloro-3,3,3-trifluoropropene